3-(boc-amino)-4-methoxypyrrolidine C(=O)(OC(C)(C)C)NC1CNCC1OC